2-furylmethylphenyl acetate C(C)(=O)OC1=C(C=CC=C1)CC=1OC=CC1